O=C1NC(NC1)=S 4-oxo-2-sulfanylideneimidazolidin